The molecule is a 4-O-beta-D-glucosyl-4-coumaric acid in which the double bond has trans-configuration. It has a role as a plant metabolite. It is a conjugate acid of a 4-O-beta-D-glucosyl-trans-4-coumarate. C1=CC(=CC=C1/C=C/C(=O)O)O[C@H]2[C@@H]([C@H]([C@@H]([C@H](O2)CO)O)O)O